2-(5-(4'-cyano-[1,1'-biphenyl]-3-yl)-2-(cyclopropylmethyl)-1-(3-fluoro-4-sulfamoyl-benzyl)-1H-pyrrol-3-yl)-5-methylthiazole-4-carboxylic acid C(#N)C1=CC=C(C=C1)C1=CC(=CC=C1)C1=CC(=C(N1CC1=CC(=C(C=C1)S(N)(=O)=O)F)CC1CC1)C=1SC(=C(N1)C(=O)O)C